ClC=1C=C(C(=C2C=CNC12)C[C@H]1[C@@H](CN(CC1)C)C1=CC=C(C(=O)O)C=C1)C 4-((3R,4R)-4-((7-chloro-5-methyl-1H-indol-4-yl)methyl)-1-methylpiperidin-3-yl)benzoic acid